6-bromo-2-methylimidazo[1,2-a]pyrimidin-7-ol BrC=1C(=NC=2N(C1)C=C(N2)C)O